1-(3,3-difluoro-2-(naphthalene-2-yl)allyl)hydrazine-1-carboxylic acid tert-butyl ester C(C)(C)(C)OC(=O)N(N)CC(=C(F)F)C1=CC2=CC=CC=C2C=C1